C(C)(C)N1N=C(C(=C1)CN1CC2(CC1)CCN(CC2)C(=O)OC(C)(C)C)C2=CC=CC=C2 tert-butyl 2-((1-isopropyl-3-phenyl-1H-pyrazol-4-yl) methyl)-2,8-diazaspiro[4.5]decane-8-carboxylate